N-(7-nitroquinoxalin-6-yl)methanesulfonamide [N+](=O)([O-])C1=C(C=C2N=CC=NC2=C1)NS(=O)(=O)C